(3R,6S)-6-(2-(benzyloxy)ethyl)-3-methoxy-1,4-dioxan-2-one C(C1=CC=CC=C1)OCC[C@H]1CO[C@H](C(O1)=O)OC